ClC=1C=2N(C=CC1)N=C(C2)[C@H]2N(CCC1=C2N=CN1)C=1OC(=NN1)C1=CC=C(C=C1)F (S)-2-(4-(4-chloropyrazolo[1,5-a]pyridin-2-yl)-1,4,6,7-tetrahydro-5H-imidazo[4,5-c]pyridin-5-yl)-5-(4-fluorophenyl)-1,3,4-oxadiazole